2-((4-Oxo-3-phenethyl-3,4-dihydropteridin-2-yl)thio)-N-(pyrimidin-2-yl)acetamide O=C1N(C(=NC2=NC=CN=C12)SCC(=O)NC1=NC=CC=N1)CCC1=CC=CC=C1